1-(2-Hydroxy-ethyl)-1H-pyrazol OCCN1N=CC=C1